4-((1S,4S)-4-(1-(4-(2-Chloropyrimidin-5-yl)-1H-imidazol-2-yl)ethyl)cyclohexyl)-6-fluoroquinoline ClC1=NC=C(C=N1)C=1N=C(NC1)[C@@H](C)C1CCC(CC1)C1=CC=NC2=CC=C(C=C12)F